O1COC2=C1C=CC=C2CNC2=NS(C1=C(N2)C(=CC=C1)OC1=C(C=CC=C1)Cl)(=O)=O 3-((benzo[d][1,3]dioxol-4-ylmethyl)amino)-5-(2-chlorophenoxy)-4H-benzo[e][1,2,4]thiadiazine 1,1-dioxide